(8S)-N-[(1S)-1-(4-cyanophenyl)-2-hydroxy-1-methyl-ethyl]-5-(7H-pyrrolo[2,3-d]pyrimidin-4-yl)-5-azaspiro[2.5]octane-8-carboxamide C(#N)C1=CC=C(C=C1)[C@](CO)(C)NC(=O)[C@H]1CCN(CC12CC2)C=2C1=C(N=CN2)NC=C1